7,8-dihydro-beta-carotene CC1=C(C(CCC1)(C)C)CC/C(=C/C=C/C(=C/C=C/C=C(\C)/C=C/C=C(\C)/C=C/C2=C(CCCC2(C)C)C)/C)/C